FC(C=1C(=C(C=CC1)[C@@H](C)NC1=NN(C(C=2C1=CN(C(C2)=O)C2(CN(C2)C(=O)C2(CC2)OC)C)=O)C)F)F (R)-4-((1-(3-(difluoromethyl)-2-fluorophenyl)ethyl)amino)-6-(1-(1-methoxycyclopropane-1-carbonyl)-3-methylazetidin-3-yl)-2-methyl-2,6-dihydropyrido[3,4-d]pyridazine-1,7-dione